(S)-(4-(5-fluorobenzo[d]oxazol-2-yl)-6,7-dihydro-1H-imidazo[4,5-c]pyridin-5(4H)-yl)(1-(oxazol-5-yl)cyclopropyl)methanone FC=1C=CC2=C(N=C(O2)[C@H]2N(CCC3=C2N=CN3)C(=O)C3(CC3)C3=CN=CO3)C1